piperazine mono-hydriodic acid salt I.N1CCNCC1